citraconic acid monobenzyl ester C(C1=CC=CC=C1)OC(\C(\C)=C/C(=O)O)=O